C(C)(C)(C)OC(=O)N1CCC(=C[C@H]1C)OS(=O)(=O)C(F)(F)F (R)-6-methyl-4-(((trifluoromethyl)sulfonyl)oxy)-3,6-dihydropyridine-1(2H)-carboxylic acid tert-butyl ester